SODIUM DICHLORO-S-TRIAZINETRIONE DIHYDRATE O.O.ClN1C(N(C(NC1=O)=O)Cl)=O.[Na]